NC1=CC=CC=2N1C=C(N2)C(=O)OCC ethyl 5-aminoimidazo(1,2-a)pyridine-2-carboxylate